FC=1C=CC(=C(C(=O)N(C)C(C)C)C1)N1C=C(C=2C1=CN=CC2)C2CCN(CC2)CC2=CC=C(C=C2)F 5-fluoro-2-(3-(1-(4-fluorobenzyl)piperidin-4-yl)-1H-pyrrolo[2,3-c]pyridin-1-yl)-N-isopropyl-N-methylbenzamide